tert-butyl (2-(N,5-dimethyl-1H-indazole-7-sulfonamido)ethyl)carbamate CN(S(=O)(=O)C=1C=C(C=C2C=NNC12)C)CCNC(OC(C)(C)C)=O